(S)-3-(6-(trifluoromethyl)pyridin-3-yl)cyclohexanone FC(C1=CC=C(C=N1)[C@@H]1CC(CCC1)=O)(F)F